N[C@@H](CO)[C@@H](CCCCCCCCCCCCCCCCCCCC)O (2S,3R)-2-aminotricosane-1,3-diol